3-benzyl-6-(cyclopropylethynyl)-2-methoxyquinoline C(C1=CC=CC=C1)C=1C(=NC2=CC=C(C=C2C1)C#CC1CC1)OC